mercaptopropyl-diphenylmethoxysilane SCCC[SiH2]OC(C1=CC=CC=C1)C1=CC=CC=C1